COC(C(=C=NCCC1=CC=C(C=C1)F)C1=CC=CC=C1)=O 3-((4-fluorophenethyl)imino)-2-phenylpropenoic acid methyl ester